1-[4-(2-methoxyethoxy)naphthyl]thian-1-ium methanesulfonate CS(=O)(=O)[O-].COCCOC1=CC=C(C2=CC=CC=C12)[S+]1CCCCC1